(R)-2-acetamido-3-(((R)-2-amino-2-carboxyethyl)disulfanyl)propionic acid C(C)(=O)N[C@H](C(=O)O)CSSC[C@@H](C(=O)O)N